C12C(C3CC(CC(C1)C3)C2)=C(C2=CC=C(C=C2)OCCCCCCN(CC)CC)C2=CC=C(C=C2)OCCCCCCN(CC)CC 6,6'-(((((5r,7r)-adamantan-2-ylidene)methylene)bis(4,1-phenylene))bis(oxy))bis(N,N-diethylhexan-1-amine)